[Cl-].C(CCC)NC(CC(=C)[N+](CCCCCCCCCC)(C)C)=O N-(4-(butylamino)-4-oxobut-1-en-2-yl)-N,N-dimethyldecan-1-aminium chloride